1-(phenylethynyl)-2-(4-(trifluoromethoxy)phenyl)-1,2,3,4-tetrahydroisoquinoline C1(=CC=CC=C1)C#CC1N(CCC2=CC=CC=C12)C1=CC=C(C=C1)OC(F)(F)F